3,3'-(((((2-(2-carboxy-2-(pyrrolidin-3-yl)ethyl)spiro[3.5]nonan-7-yl)methyl)azanediyl)bis(methylene))bis(3,1-phenylene))bis(2-(pyrrolidin-3-yl)propanoic acid) C(=O)(O)C(CC1CC2(C1)CCC(CC2)CN(CC=2C=C(C=CC2)CC(C(=O)O)C2CNCC2)CC=2C=C(C=CC2)CC(C(=O)O)C2CNCC2)C2CNCC2